tert-butyl 4-(2-(4-(trifluoromethyl)phenoxy)ethyl)piperazine-1-carboxylate FC(C1=CC=C(OCCN2CCN(CC2)C(=O)OC(C)(C)C)C=C1)(F)F